ClC1=CC(=CC(=N1)C1=NOC(=C1)[C@]1(C(N(CC1)C)=O)O)C(F)(F)F (R)-3-(3-(6-chloro-4-(trifluoromethyl)pyridin-2-yl)isoxazol-5-yl)-3-hydroxy-1-methylpyrrolidin-2-one